((4aR,8aS)-1-(4-Fluorophenyl)-6-((4-(trifluoromethyl)phenyl)sulfonyl)-4,4a,5,6,7,8,8a,9-octahydro-1H-pyrazolo[3,4-g]isochinolin-4a-yl)(thiazol-2-yl)methanon FC1=CC=C(C=C1)N1N=CC2=C1C[C@@H]1CCN(C[C@]1(C2)C(=O)C=2SC=CN2)S(=O)(=O)C2=CC=C(C=C2)C(F)(F)F